2-[4-[(2S,5R)-4-(2,2-dimethylpropanoyl)-2,5-dimethylpiperazin-1-yl]spiro[6H-pyrrolo[2,3-d]pyrimidine-5,1'-cyclopropane]-7-yl]pyridine-4-carbonitrile CC(C(=O)N1C[C@@H](N(C[C@H]1C)C=1C2=C(N=CN1)N(CC21CC1)C1=NC=CC(=C1)C#N)C)(C)C